2-((3-cyclopropylisoxazol-5-yl)methyl)-6-(4-(difluoromethoxy)phenyl)pyridazin-3(2H)-one C1(CC1)C1=NOC(=C1)CN1N=C(C=CC1=O)C1=CC=C(C=C1)OC(F)F